2,3,3,4,4,4-hexafluoro-N,N-bis(trifluoromethyl)but-1-en-1-amine FC(=CN(C(F)(F)F)C(F)(F)F)C(C(F)(F)F)(F)F